OC1CC(CC1)NC=1N=NC(=C(N1)C)C1=CC=C2C(C=CS2)=C1O 5-(3-((3-hydroxycyclopentyl)amino)-5-methyl-1,2,4-triazine-6-yl)benzothiophene-4-ol